The molecule is a nucleoside antibiotic with anthelminthic properties that is isolated from Streptomyces longissimus. It has a role as an anthelminthic drug, a bacterial metabolite and a nucleoside antibiotic. It is a pyrimidone, a N-glycosyl compound, a glycoside and a carbohydrate-containing antibiotic. It derives from a cytosine. C1=CN(C(=O)N=C1N)[C@H]2[C@@H]([C@H]([C@@H]([C@H](O2)[C@@H]([C@H]([C@H]([C@@H]([C@@H](CO)O)O)O)O)O[C@H]3[C@@H]([C@H]([C@@H]([C@H](O3)CO)O)N)O)N)O)O